C(C[C@@](O)(C)CCO)(=O)[O-] MeValonate